C(C=1C(O)=CC=CC1)(=O)[O-].C(C=1C(O)=CC=CC1)(=O)[O-].[B+2] boron bissalicylate